2-Benzylsuccinic acid 1-benzyl 4-methyl ester COC(CC(C(=O)OCC1=CC=CC=C1)CC1=CC=CC=C1)=O